C(OC1=CC=C(C=C1)[N+](=O)[O-])(ONC1=CC=C(C=C1)C)=O p-nitrophenyl p-toluylamino carbonate